C(C)(C)(C)OC(=O)N1CC(CC1)(C(=O)O)C#N 1-(tert-butoxycarbonyl)-3-cyanopyrrolidine-3-carboxylic acid